(S)-2-(2-fluorophenyl)pyrrolidine FC1=C(C=CC=C1)[C@H]1NCCC1